C(C)(C)(C)OC(=O)N[C@H](C(=O)OCC1=CC=CC=C1)CC(=O)N1C(C(N(CC1)CC)=O)=O benzyl (S)-2-((tert-butoxycarbonyl)amino)-4-(ethyl-2,3-dioxopiperazin-1-yl)-4-oxobutanoate